C(#N)C1(CC12CC2)C=2C=C1C=C(N=CC1=CC2)NC(=O)C2OCC(CC2)OC(C)C N-(6-(1-cyanospiro[2.2]pentan-1-yl)isoquinolin-3-yl)-5-isopropoxytetrahydro-2H-pyran-2-carboxamide